NC=1C=C(C=C(C1)C(F)(F)F)[C@@H](C)NC=1C2=C(N=C(N1)C)N=C(C(=C2)C=2C=NC=CC2)N2CCCC2 (R)-N-(1-(3-amino-5-(trifluoromethyl)phenyl)ethyl)-2-methyl-6-(pyridin-3-yl)-7-(pyrrolidin-1-yl)pyrido[2,3-d]pyrimidin-4-amine